tert-butyl 3-cyano-3-(4-(trifluoromethyl)styryl)azetidine-1-carboxylate C(#N)C1(CN(C1)C(=O)OC(C)(C)C)C=CC1=CC=C(C=C1)C(F)(F)F